6-carboxytetrahydropterin C(=O)(O)C1NC=2C(NC(=NC2NC1)N)=O